C(C)(C)(C)OC(=O)N1CCC(CC1)[C@H](C)NC=1C=C(C(=O)O)C=C(C1C(F)(F)F)F 3-({(1S)-1-[1-(tert-Butoxycarbonyl)piperidin-4-yl]ethyl}amino)-5-fluoro-4-(trifluoromethyl)benzoic acid